N1=C(N=CC=C1)N1N=CN=C1C(C)N 1-(2-pyrimidin-2-yl-1,2,4-triazol-3-yl)eth-anamine